2-((2,6-dichloro-5-methoxypyrimidin-4-yl)amino)-2-methylpropan-1-ol ClC1=NC(=C(C(=N1)NC(CO)(C)C)OC)Cl